ClC1=CC(=C(C=C1)NC(=O)C1=NC(=CC=C1)C(F)(F)F)C(N[C@@H](CCC(C)(F)F)C(C(=O)NC)=O)=O N-[4-chloro-2-[[(1S)-4,4-difluoro-1-[2-(methylamino)-2-oxo-acetyl]pentyl]carbamoyl]phenyl]-6-(trifluoromethyl)pyridine-2-carboxamide